FC1=CC=C(OC2=CC=C(C=C2)C2=CC=CC(=N2)CN(CC#N)CCN2C(NCC2)=O)C=C1 2-(((6-(4-(4-fluorophenoxy)phenyl)pyridin-2-yl)methyl)(2-(2-oxoimidazolidin-1-yl)ethyl)amino)acetonitrile